sodium laurylsulfate C(CCCCCCCCCCC)OS(=O)(=O)[O-].[Na+]